C12CC(CC2C1)N1C(C(=CC2=C1N=C(N=C2)NC=2C=C1CCN(CC1=CC2)C(=O)OC(C)(C)C)C#N)=O tert-butyl 6-((8-(bicyclo[3.1.0]hexan-3-yl)-6-cyano-7-oxo-7,8-dihydropyrido[2,3-d]pyrimidin-2-yl)amino)-3,4-dihydroisoquinoline-2(1H)-carboxylate